FC(OC1=CC=C(C=C1)S(=O)(=O)N1CCO[C@@]2(CCN(C2)C2CC3(COC3)C2)C1)F (R)-9-((4-(difluoromethoxy)phenyl)sulfonyl)-2-(2-oxaspiro[3.3]heptan-6-yl)-6-oxa-2,9-diazaspiro[4.5]decane